C(C)C1=C(C=CC(=C1)N1CCNCC1)NC1=NC=C(C(=N1)C1=CC2=C(C(N(CCS2(=O)=O)C2COC2)=O)S1)C(F)(F)F 7-(2-((2-ethyl-4-(piperazin-1-yl)phenyl)amino)-5-(trifluoromethyl)pyrimidin-4-yl)-4-(oxetan-3-yl)-3,4-dihydrothieno[2,3-f][1,4]thiazepin-5(2H)-one 1,1-dioxide